4-(2-(5-(2-chlorophenyl)-1,1-dioxido-1,2,5-thiadiazolidin-2-yl)acetamido)adamantane-1-carboxamide ClC1=C(C=CC=C1)N1CCN(S1(=O)=O)CC(=O)NC1C2CC3(CC(CC1C3)C2)C(=O)N